ClC=1C=C2C(=NC(=NC2=C(C1C1=C(C(=CC(=N1)N)C)C(F)(F)F)F)OCC1(CC1)CN1CCOCC1)N1C[C@@H]2CC[C@H](CC1)N2 6-{6-chloro-4-[(1S,6R)-3,9-diazabicyclo[4.2.1]nonan-3-yl]-8-fluoro-2-({1-[(morpholin-4-yl)methyl]cyclopropyl}methoxy)quinazolin-7-yl}-4-methyl-5-(trifluorometh-yl)pyridin-2-amine